dodecyl-dimethyl-ammonium dihydrogen phosphate P(=O)(O)(O)[O-].C(CCCCCCCCCCC)[NH+](C)C